5-(2-(3-fluoroazetidin-1-yl)ethyl)pyridin-2(1H)-one FC1CN(C1)CCC=1C=CC(NC1)=O